FC1=C(C=C(C=C1)F)[C@H]1NOCC1 (S)-3-(2,5-difluorophenyl)isoxazolidine